N-(3-(2-(4-(2,3-dichlorophenyl)piperazin-1-yl)ethyl)cyclobutyl)methanesulfonamide ClC1=C(C=CC=C1Cl)N1CCN(CC1)CCC1CC(C1)NS(=O)(=O)C